CC(C(=O)O)(CC(C(=O)O)C)NC([C@@H](CC1=CC=CC=C1)N)=O methyl-2-((R)-2-amino-3-phenylpropionamido)-4-methylpentanedioic acid